6-(3-isopropyl-5-(1-(oxetan-3-yl)piperidin-4-yl)-1H-indol-2-yl)-7-methyl-[1,2,4]triazolo[4,3-a]pyridine C(C)(C)C1=C(NC2=CC=C(C=C12)C1CCN(CC1)C1COC1)C=1C(=CC=2N(C1)C=NN2)C